[Br-].C[NH+](C)CC N,N-dimethylethyl-ammonium bromide